7-[dimethyl(oxo)-λ5-phosphoranyl]-3-(2-{[(3S)-1-(5-aminopentyl)hexahydropyridin-3-yl]amino}-5-(trifluoromethyl)pyrimidin-4-yl)-1H-indole-6-carboxylic acid CP(C=1C(=CC=C2C(=CNC12)C1=NC(=NC=C1C(F)(F)F)N[C@@H]1CN(CCC1)CCCCCN)C(=O)O)(=O)C